N-(3-((R)-N-(D-alanyl)-S-methylaminosulfinyl)phenyl)-2-((6-fluoro-2-methylpyridin-3-yl)oxy)-4-methyl-5-(trifluoromethyl)nicotinamide formate C(=O)O.N[C@H](C)C(=O)N([S@](=O)C=1C=C(C=CC1)NC(C1=C(N=CC(=C1C)C(F)(F)F)OC=1C(=NC(=CC1)F)C)=O)C